C(C)(C)(C)OC(NCC(CSSCC(CNC(OC(C)(C)C)=O)CN(C(CO)=O)[C@H](C(C)(C)C)C=1N(C=C(N1)C1=C(C=CC(=C1)F)F)CC1=CC=CC=C1)CN(C(CO)=O)[C@H](C(C)(C)C)C=1N(C=C(N1)C1=C(C=CC(=C1)F)F)CC1=CC=CC=C1)=O Di-tert-butyl-[disulfanediylbis(2-{[{(1R)-1-[1-benzyl-4-(2,5-difluorophenyl)-1H-imidazol-2-yl]-2,2-dimethylpropyl} (glycoloyl)amino]methyl}propane-3,1-diyl)]biscarbamate